C(#N)C1=CC=C(CCN[C@@H]([C@@H]2CNC3=C(O2)N=CC(=C3)C=3C=NN(C3)CC(=O)N(C)C)C3=CC=CC=C3)C=C1 2-(4-((S)-3-((R)-((4-cyanophenethyl)amino)(phenyl)methyl)-2,3-dihydro-1H-pyrido[2,3-b][1,4]oxazin-7-yl)-1H-pyrazol-1-yl)-N,N-dimethylacetamide